ethyl-chlorodimethylsilane C(C)[Si](C)(C)Cl